4-Methyl-2-methylsulfanyl-6-morpholin-4-yl-N-(4,4,4-trifluoro-butyl)-pyridine-3-carboxylic acid amide CC1=C(C(=NC(=C1)N1CCOCC1)SC)C(=O)NCCCC(F)(F)F